S-Methyl 5-methyl-2-((pyrazolo[1,5-a]pyrimidine-3-carboxamido)methyl)benzofuran-7-carbothioate CC=1C=C(C2=C(C=C(O2)CNC(=O)C=2C=NN3C2N=CC=C3)C1)C(SC)=O